benzyl ((5-cyanopyridin-2-yl)methyl)carbamate C(#N)C=1C=CC(=NC1)CNC(OCC1=CC=CC=C1)=O